2-[1-(2-fluorobenzyl)-1H-pyrazolo[3,4-b]pyridin-3-yl]-4,5,6-pyrimidinetriamine FC1=C(CN2N=C(C=3C2=NC=CC3)C3=NC(=C(C(=N3)N)N)N)C=CC=C1